[(7-bromo-4-hydroxy-isoquinoline-3-carbonyl)-amino]-acetic acid BrC1=CC=C2C(=C(N=CC2=C1)C(=O)NCC(=O)O)O